2-((phenylcarbamoyl)oxy)acetic acid C1(=CC=CC=C1)NC(=O)OCC(=O)O